C(C1=CC=CC=C1)(=O)C1NC2=C(CC1)SC(=N2)NC(=O)C=2C=NC(=CC2C2=CC(=NC=C2OC)Cl)C N-(5-benzoyl-4,5,6,7-tetrahydrothiazolo[5,4]pyridin-2-yl)-2'-chloro-5'-methoxy-6-methyl-[4,4'-bipyridine]-3-carboxamide